CC(C(=O)NC1=C(C=C(C=C1)C1=NC(=CN=C1)C(F)(F)F)C)(C)C1=NC(=NC=C1)NS(=O)(=O)C 2-methyl-N-(2-methyl-4-(6-(trifluoromethyl)pyrazin-2-yl)phenyl)-2-(2-(methylsulfonylamino)pyrimidin-4-yl)propionamide